ClC=1C=C(C=C(C1F)Cl)NC(=O)C1C(=NN(C1=O)C1=CC=C(C=C1)OC(F)F)C N-(3,5-dichloro-4-fluoro-phenyl)-1-[4-(difluoromethoxy)phenyl]-3-methyl-5-oxo-4H-pyrazole-4-carboxamide